ClC1=CC=C(C=C1)CC(C)(C)NC(=O)C=1C=2C[C@@H]3[C@H](C2N(N1)C(C)(C)C)C3 (1aR,5aR)-2-tert-Butyl-1a,2,5,5a-tetrahydro-1H-2,3-diaza-cyclopropa[a]pentalene-4-carboxylic acid [2-(4-chloro-phenyl)-1,1-dimethyl-ethyl]-amide